N1C=C(C=2C1=NC=CC2)\C=C/2\C(NC(N2)=O)=O (Z)-5-((1H-pyrrolo[2,3-b]pyridin-3-yl)methylene)imidazolidine-2,4-dione